NCC(CN1N=CN(C1=O)C1=NC=C(C=C1F)C1=CC=C(C=C1)S(=O)(=O)C)=C(F)F 2-[2-(aminomethyl)-3,3-difluoro-allyl]-4-[3-fluoro-5-(4-methylsulfonylphenyl)-2-pyridyl]-1,2,4-triazol-3-one